2-(4-aminobut-1-yn-1-yl)-5-(piperazin-1-yl)benzoic acid NCCC#CC1=C(C(=O)O)C=C(C=C1)N1CCNCC1